7-(((cis)-3-aminocyclobutyl)amino)-1-(isopropylamino)-2,6-naphthyridine-3-carbonitrile N[C@H]1C[C@H](C1)NC1=NC=C2C=C(N=C(C2=C1)NC(C)C)C#N